N-{5-[2-(2,6-dichlorophenyl)acetylamino]pyridazin-3-yl}-N-(4-fluorophenyl)acetamide ClC1=C(C(=CC=C1)Cl)CC(=O)NC=1C=C(N=NC1)N(C(C)=O)C1=CC=C(C=C1)F